C(C)C=1NC(=CC1)C 2-ethyl-5-methylpyrrole